4-(2-acetoxyethoxy)benzophenone C(C)(=O)OCCOC1=CC=C(C(=O)C2=CC=CC=C2)C=C1